trans-3-((3-Fluorocyclobutyl)amino)-5-(4-hydroxycyclohexyl)-8-(2-oxa-6-azaspiro[3.3]heptan-6-yl)pyrimido[4,5-c]isoquinolin-6(5H)-one FC1CC(C1)NC=1N=CC2=C(N(C(C=3C=C(C=CC23)N2CC3(COC3)C2)=O)[C@@H]2CC[C@H](CC2)O)N1